O=C1NC2=CN=C(C=3C=CC=C1C23)NC=2C=NN(C2)C2CCN(CC2)C(=O)OC(C)(C)C tert-Butyl 4-(4-((2-Oxo-1,2-dihydropyrrolo[2,3,4-de]isoquinolin-6-yl)amino)-1H-pyrazol-1-yl)piperidine-1-carboxylate